C(CCC)(=O)O[C@H]1[C@@H](O[C@@H]([C@H]1OC(CCC)=O)COC(CCC)=O)[N+]1=CC(=CC=C1)C(=O)O 1-((2R,3R,4R,5R)-3,4-Bis(butyryloxy)-5-((butyryloxy)methyl)tetrahydrofuran-2-yl)-3-carboxypyridin-1-ium